C1OCC12CCC(CC2)OC2=NC=CC(=N2)C2=CN=C(S2)N(C2=NC=C(C=N2)C2CN(C2)C(=O)OC(C)(C)C)COCC[Si](C)(C)C tert-butyl 3-(2-{[5-(2-{2-oxaspiro[3.5]nonan-7-yloxy}pyrimidin-4-yl)-1,3-thiazol-2-yl]-({[2-(trimethylsilyl)ethoxy]methyl})amino}pyrimidin-5-yl)azetidine-1-carboxylate